COC1=NC=CC(=C1)B(O)O (2-methoxy-4-pyridyl)boronic acid